C(C)(C)(C)OC(C(C1=CC(=NC(=C1)Cl)Cl)C#N)=O 2-cyano-2-(2,6-dichloropyridin-4-yl)acetic acid tert-butyl ester